C1OCC2C1CNC2C(=O)O Hexahydro-1H-furano[3,4-c]pyrrole-4-carboxylic acid